2-((1-(6-methyl-2-(4-(n-methyl-1H-imidazol-4-yl)phenyl)-4-oxo-4H-chromen-8-yl)ethyl)amino)benzoic acid CC=1C=C2C(C=C(OC2=C(C1)C(C)NC1=C(C(=O)O)C=CC=C1)C1=CC=C(C=C1)C=1N=CN(C1)C)=O